(9R,10R)-9-hydroxy-10-methoxy-2,2,17,17-tetramethyloctadecanedioic acid O[C@H](CCCCCCC(C(=O)O)(C)C)[C@@H](CCCCCCC(C(=O)O)(C)C)OC